2-chloro-N-[3-(pyrrolidine-1-sulfonyl)phenyl]acetamide ClCC(=O)NC1=CC(=CC=C1)S(=O)(=O)N1CCCC1